octadecyl-(4-hydroxy-3,5-di-tert-butylphenyl) propionate C(CC)(=O)OC1=C(C(=C(C(=C1)C(C)(C)C)O)C(C)(C)C)CCCCCCCCCCCCCCCCCC